NC1(C(=CC=CC1C(=O)O)C1=C(C=CC=C1)N)C(=O)O 2,2'-diamino-biphenyl-dicarboxylic acid